4,4,5,5-tetramethyl-2-(furan-2-yl)-1,3-dioxolane CC1(OC(OC1(C)C)C=1OC=CC1)C